CC1=CC=C(C=C1)CCNC(=O)NCCC1=CC=C(C=C1)C 1,3-bis(4-methylphenylethyl)urea